gamma-(methacryloyloxy)propyltriethoxysilane 7-methoxy-4-(1-methyl-3-phenyl-1H-pyrazol-4-yl)quinazolin-6-yl-(S)-2-methyl-4-(methyl-d3)piperazine-1-carboxylate COC1=C(C=C2C(=NC=NC2=C1)C=1C(=NN(C1)C)C1=CC=CC=C1)OC(=O)N1[C@H](CN(CC1)C([2H])([2H])[2H])C.C(C(=C)C)(=O)OCCC[Si](OCC)(OCC)OCC